tert-butyl 3-((7-chloro-6-(2-fluoro-6-hydroxyphenyl)-4-(2-isopropyl-4-methylpyridin-3-yl)-2,3-dioxo-3,4-dihydropyrido[2,3-b]pyrazin-1(2H)-yl)methyl)-3-hydroxyazetidine-1-carboxylate ClC1=CC2=C(N(C(C(N2CC2(CN(C2)C(=O)OC(C)(C)C)O)=O)=O)C=2C(=NC=CC2C)C(C)C)N=C1C1=C(C=CC=C1O)F